7-(4-bromo-3-methyl-phenylcarbamoyl)-3,4-dihydro-1H-isoquinoline-2-carboxylic acid tert-butyl ester C(C)(C)(C)OC(=O)N1CC2=CC(=CC=C2CC1)C(NC1=CC(=C(C=C1)Br)C)=O